CC(=O)CC(=O)SCCNC(=O)CCNC(=O)[C@@H](C(C)(C)COP(=O)(O)OP(=O)(O)OC[C@@H]1[C@H]([C@H]([C@@H](O1)N2C=NC3=C(N=CN=C32)N)O)OP(=O)(O)O)O The molecule is a 3-oxoacyl-CoA that results from the formal condensation of the thiol group of coenzyme A with the carboxy group of acetoacetic acid. It has a role as an Escherichia coli metabolite and a mouse metabolite. It derives from a butyryl-CoA and an acetoacetic acid. It is a conjugate acid of an acetoacetyl-CoA(4-).